ClC1=C(C(=O)O)C=CC(=C1)NC=1C=2N(C=CN1)C(=CN2)C=2C(=NN(C2)CC#N)C(F)(F)F 2-chloro-4-[[3-[1-(cyanomethyl)-3-(trifluoromethyl)pyrazol-4-yl]imidazo[1,2-a]pyrazin-8-yl]amino]benzoic acid